2-(4-tert-butylphenyl)-2-cyanoacetic acid ethyl ester C(C)OC(C(C#N)C1=CC=C(C=C1)C(C)(C)C)=O